N-isobutyl-3-morpholinopropan-1-amine C(C(C)C)NCCCN1CCOCC1